ethyl-2-(4-bromo-3-(3-hydroxyphenyl)-1H-pyrazol-1-yl)thiazole-4-carboxylic acid C(C)C1=C(N=C(S1)N1N=C(C(=C1)Br)C1=CC(=CC=C1)O)C(=O)O